3-[3-(2,2,2-trifluoroethyl)-1,3-diazinan-1-yl]propanamide FC(CN1CN(CCC1)CCC(=O)N)(F)F